ClC1=NC2=CC=CC=C2C(=N1)NCCN1CCN(CC1)C 2-chloro-N-(2-(4-methylpiperazin-1-yl)ethyl)quinazolin-4-amine